3-bromo-N-phenylbenzenesulfonamide C1=CC=C(C=C1)NS(=O)(=O)C2=CC(=CC=C2)Br